[Cl-].CO[Si](CCC[N+](C)(C)C)(OC)OC N-[3-(Trimethoxysilyl)propyl]-N,N,N-trimethylammonium chloride